cis-4-fluoro-5-((5-(3-((4-isopropylisothiazol-3-yl)oxy)cyclopentyl)-1H-pyrazol-3-yl)amino)-2,3-dihydrobenzo[d]isothiazole 1,1-dioxide FC1=C(C=CC2=C1CNS2(=O)=O)NC2=NNC(=C2)[C@@H]2C[C@@H](CC2)OC2=NSC=C2C(C)C